6-bromo-8-chloroimidazo[1,5-a]pyridin-3-carbohydrazide BrC=1C=C(C=2N(C1)C(=NC2)C(=O)NN)Cl